3-(5-(methyl((1R,2S)-2-(methylamino)cyclohexyl)amino)-1-oxoisoindolin-2-yl)piperidine-2,6-dione CN(C=1C=C2CN(C(C2=CC1)=O)C1C(NC(CC1)=O)=O)[C@H]1[C@H](CCCC1)NC